N-(6-(2-(((3S,5R)-5-(difluoromethyl)piperidin-3-yl)amino)-8-isopropyl-7-oxo-7,8-dihydropyrido[2,3-d]pyrimidin-6-yl)pyridin-3-yl)-3,3,3-trifluoropropane-1-sulfonamide FC([C@@H]1C[C@@H](CNC1)NC=1N=CC2=C(N1)N(C(C(=C2)C2=CC=C(C=N2)NS(=O)(=O)CCC(F)(F)F)=O)C(C)C)F